7-{[3-(dibutylamino)propyl]oxy}-6-methoxy-2-phenoxyquinoline C(CCC)N(CCCOC1=C(C=C2C=CC(=NC2=C1)OC1=CC=CC=C1)OC)CCCC